tert-butyl 4-(2-((2,4-dimethoxybenzyl)amino)ethyl)piperazine-1-carboxylate COC1=C(CNCCN2CCN(CC2)C(=O)OC(C)(C)C)C=CC(=C1)OC